N1(C=NC=C1)C1CCN(CC1)C1=CC2=C(CC(O2)(C)CO)C=C1NC(=O)C=1C=NN2C1N=CC=C2 N-(6-(4-(1H-imidazol-1-yl)piperidin-1-yl)-2-(hydroxymethyl)-2-methyl-2,3-dihydrobenzofuran-5-yl)pyrazolo[1,5-a]pyrimidine-3-carboxamide